CC1=C(C(=CC=C1)[N+](=O)[O-])S(=O)(=O)Cl 2-methyl-6-nitro-benzene-1-sulfonyl chloride